5-amino-3-(4-bromophenyl)-1-(1-cyclohexyl-2,2,2-trifluoro-ethaneYl)pyrazole-4-carbonitrile NC1=C(C(=NN1C(C(F)(F)F)C1CCCCC1)C1=CC=C(C=C1)Br)C#N